N-(2-chloropyridin-4-yl)-1,2,4-trimethyl-5-(2-oxo-2-((4-(trifluoromethyl)tetrahydro-2H-pyran-4-yl)amino)acetyl)-1H-pyrrole-3-carboxamide ClC1=NC=CC(=C1)NC(=O)C1=C(N(C(=C1C)C(C(NC1(CCOCC1)C(F)(F)F)=O)=O)C)C